ethyl (E)-4-((E)-4-fluorobenzylidene)-2-methyldec-2-enoate FC1=CC=C(\C=C(\C=C(\C(=O)OCC)/C)/CCCCCC)C=C1